6-(2-Cyclopropyl-7H-pyrrolo[2,3-d]pyrimidin-5-yl)-4-(4-methylpiperazin-1-yl)quinazoline C1(CC1)C=1N=CC2=C(N1)NC=C2C=2C=C1C(=NC=NC1=CC2)N2CCN(CC2)C